(E)-4-[4-(3-Chloro-10,11-dihydro-5H-dibenzo[b,f]azepin-5-yl)butylamino]-N-methoxy-but-2-enamide ClC=1C=CC2=C(N(C3=C(CC2)C=CC=C3)CCCCNC/C=C/C(=O)NOC)C1